BrC1=C2C=CN(C2=CC(=C1)F)[Si](C(C)C)(C(C)C)C(C)C 4-bromo-6-fluoro-1-(triisopropylsilyl)-1H-indole